2,3-bis(methoxymethoxy)benzyl alcohol COCOC1=C(CO)C=CC=C1OCOC